7-bromo-N-(2-methoxy-4-(2-(trifluoromethoxy)ethoxy)phenyl)quinolin-4-amine BrC1=CC=C2C(=CC=NC2=C1)NC1=C(C=C(C=C1)OCCOC(F)(F)F)OC